C(#C)C1=C(N(CC(=C)C)C)C=CC=C1 2-ethynyl-N-methyl-N-(2-methylallyl)aniline